N1(C(=NC=C1)C=1N(C=CN1)C1=C2C(=NC=C1)N(N=C2C(C)C)C2=C(C=C(C(=O)N)C=C2)CC)C2=C1C(=NC=C2)N(N=C1C(C)C)C1=C(C=C(C(=O)N)C=C1)CC 1'H-[4,4'-biimidazole]-1,1'-diylbis{[3-(propane-2-yl)-1H-pyrazolo[3,4-b]pyridine-4,1-diyl]}bis(3-ethylbenzamide)